3-((7-chloro-5-fluoro-6-(2-fluoro-6-hydroxyphenyl)-4-(2-isopropyl-6-methylphenyl)-2,3-dioxo-3,4-dihydroquinoxalin-1(2H)-yl)methyl)azetidine-1-carboxylic acid tert-butyl ester C(C)(C)(C)OC(=O)N1CC(C1)CN1C(C(N(C2=C(C(=C(C=C12)Cl)C1=C(C=CC=C1O)F)F)C1=C(C=CC=C1C)C(C)C)=O)=O